5-[(2R)-2-aminobut-3-yn-1-yl]-6-methyl-N-(thiophen-2-ylmethyl)thieno[3,2-c][1,2]thiazol-3-amine N[C@H](CC1=C(C2=NSC(=C2S1)NCC=1SC=CC1)C)C#C